C1(=CC(=CC=C1)C1=NC(=NC(=C1)C1=CC=C(C=C1)C=1C=NC=CC1)C1=CC(=CC=C1)C1=CC2=CC=CC=C2C=C1)C1=CC=CC=C1 4-(biphenyl-3-yl)-2-{3-(naphthalen-2-yl)phenyl}-6-{4-(pyridin-3-yl)phenyl}pyrimidine